ClC1=NC(=NC2=C(C=CC=C12)C)CN1C[C@H]2C=3N(C[C@@H](C1)C2)C(C=CC3)=O (1S,5R)-3-((4-chloro-8-methylquinazolin-2-yl)methyl)-1,2,3,4,5,6-hexahydro-8H-1,5-methanopyrido[1,2-a][1,5]diazocin-8-one